BrC=1SC(=CC1Br)C1=CC=C(C=C1)Cl 2,3-dibromo-5-(4-chlorophenyl)thiophene